(S)-quinuclidin-3-yl (5-(4-(trifluoromethoxy)phenyl)-2,3-dihydro-1H-inden-1-yl)carbamat FC(OC1=CC=C(C=C1)C=1C=C2CCC(C2=CC1)NC(O[C@@H]1CN2CCC1CC2)=O)(F)F